potassium mono-orthophosphate P(=O)([O-])([O-])[O-].[K+].[K+].[K+]